1-(2-(cyclopentylamino)-5-fluoro-6-(2-((tetrahydro-2H-pyran-2-yl)oxy)ethyl)pyridin-3-yl)ethan-1-one C1(CCCC1)NC1=NC(=C(C=C1C(C)=O)F)CCOC1OCCCC1